1-Methyl-6-(2,2,2-Trifluoroethyl)pseudouridine CN1C(=C([C@H]2[C@H](O)[C@H](O)[C@@H](CO)O2)C(NC1=O)=O)CC(F)(F)F